2-bromo-3-(((2S,3S)-8-methoxy-2-(6-methoxypyridin-3-yl)-3-methyl-2,3-dihydrobenzo[b][1,4]dioxin-6-yl)methyl)-3H-imidazo[4,5-b]pyridine BrC1=NC=2C(=NC=CC2)N1CC1=CC2=C(O[C@H]([C@@H](O2)C)C=2C=NC(=CC2)OC)C(=C1)OC